N-(3-amino-6-(4-fluorophenyl)pyridin-2-yl)-[2,4'-bipyridine]-5-carboxamide NC=1C(=NC(=CC1)C1=CC=C(C=C1)F)NC(=O)C=1C=CC(=NC1)C1=CC=NC=C1